C(C)C1=CC2=C(C3=CC=CC=C3C(=C2C=C1)OCCCCCCCCCCCCCCCCCCCCC(=O)OC(C)C)OCCCCCCCCCCCCCCCCCCCCC(=O)OC(C)C 2-ethyl-9,10-bis(isopropoxycarbonyleicosyleneoxy)anthracene